methyl (αE)-2-[[(3-butyl-4-methyl-2-oxo-2H-1-benzopyran-7-yl)oxy]methyl]-α-(methoxy-methylene)benzeneacetate C(CCC)C=1C(OC2=C(C1C)C=CC(=C2)OCC2=C(C=CC=C2)\C(\C(=O)OC)=C/OC)=O